4-((3-(2-(2,6-dioxopiperidin-3-yl)-1-oxoisoindolin-5-yl)-5-methyl-1H-pyrazol-1-yl)methyl)benzonitrile O=C1NC(CCC1N1C(C2=CC=C(C=C2C1)C1=NN(C(=C1)C)CC1=CC=C(C#N)C=C1)=O)=O